FC=1C=CC(=NC1)C1=CC=2C(N=C1)=NNC2 5-(5-fluoropyridin-2-yl)-2H-pyrazolo[3,4-b]pyridin